CC1=NC=CC=C1OCC1CCC2=CC(=CC=C12)N1C(=NC=2C1=NC(=CC2)N2N=CC=C2)C=2C(=NC=CC2)N 3-(3-(1-(((2-methylpyridin-3-yl)oxy)methyl)-2,3-dihydro-1H-inden-5-yl)-5-(1H-pyrazol-1-yl)-3H-imidazo[4,5-b]pyridin-2-yl)pyridin-2-amine